4-(6-(5-Fluoropyridin-3-yl)pyrazin-2-yl)benzoic acid methyl ester COC(C1=CC=C(C=C1)C1=NC(=CN=C1)C=1C=NC=C(C1)F)=O